ClC1=CC(=C(C=C1B1OC(C(O1)(C)C)(C)C)C(=O)C1=CC=CC=C1)OC (4-Chloro-2-methoxy-5-(4,4,5,5-tetramethyl-1,3,2-dioxaborolan-2-yl)phenyl)(phenyl)-methanone